2,3-Dichloro-6-fluoroquinoxaline ClC1=NC2=CC=C(C=C2N=C1Cl)F